4-(4-methylpiperazine-1-yl)benzaldehyde CN1CCN(CC1)C1=CC=C(C=O)C=C1